C(C)(C)(C)OC(=O)N1N=C(C=C1C1CC1)NC1=CC(=C(C=C1)C1=CN=C(S1)[C@@H]1CC[C@H](CC1)NC(=O)OC(C)C)SC1CC1 trans-5-cyclopropyl-3-[3-cyclopropylsulfanyl-4-[2-[4-(isopropoxycarbonylamino)cyclohexyl]thiazol-5-yl]anilino]pyrazole-1-carboxylic acid tert-butyl ester